3-acetoxy-2-(4-cyanophenyl)but-2-enoic acid ethyl ester C(C)OC(C(=C(C)OC(C)=O)C1=CC=C(C=C1)C#N)=O